CSCCC1=NC2(C(N1)=O)CCCC2 2-(2-(methylthio)ethyl)-1,3-diazaspiro-[4.4]non-1-en-4-one